C(CCCCCCC\C=C/CCCCCCCC)(=O)N(C)CC(=O)[O-].N(C)CC(=O)O.[Na+] sodium sarcosinate oleoyl-sarcosinate